C[C@@H]1CN(C[C@@H](O1)C)CC1=C(C=C(C=C1)[C@H](C)NC=1N=CC2=C(N1)N(C(C=C2)=O)[C@@H](C)C(C)C)F 2-{[(1S)-1-(4-{[(2r,6S)-2,6-dimethylmorpholin-4-yl]methyl}-3-fluorophenyl)ethyl]amino}-8-[(2S)-3-methylbutan-2-yl]pyrido[2,3-d]pyrimidin-7(8H)-one